Cl.CC1=CNC2=NC=CC(=C21)N2CCSC(=C2)C(=O)NC(C)[C@@H]2NCCCC2 4-(3-methyl-1H-pyrrolo[2,3-b]pyridin-4-yl)-N-(1-((R)-piperidin-2-yl)ethyl)-3,4-dihydro-2H-1,4-thiazine-6-carboxamide hydrochloride